NC1=C(C=C(C=N1)C1=NN2C(=C1)[C@@]1(CN(CC1)C(=O)NC(C)(C)C1=NC=CC=C1)OCC2)C#N |r| (rac)-2-(6-amino-5-cyanopyridin-3-yl)-N-[2-(pyridin-2-yl)propan-2-yl]-6,7-dihydrospiro[pyrazolo[5,1-c][1,4]oxazine-4,3'-pyrrolidine]-1'-carboxamide